N2-(4-(1,5-dimethyl-1H-imidazol-2-yl)-2-methoxyphenyl)-6-methyl-N8-((3-methyltetrahydrofuran-3-yl)methyl)pyrido[3,4-d]pyrimidine-2,8-diamine CN1C(=NC=C1C)C1=CC(=C(C=C1)NC=1N=CC2=C(N1)C(=NC(=C2)C)NCC2(COCC2)C)OC